BrC=1C2(C3=CC4=C(OCCCCO4)C=C3C1)CCC(CC2)(C(=O)O)NC2=CC(=CC=C2)Cl 9'-bromo-4-(3-chloroanilino)-2',3',4',5'-tetrahydrospiro[cyclohexane-1,8'-indeno[5,6-b][1,4]dioxocine]-4-carboxylic acid